C(#N)C=1C=CC(=C(C1)C1=CC(=NC=C1C(=O)NC=1SC2=NC(=CC=C2N1)C1=CC(=C(C=C1)CC#N)C)C)OC 4-(5-cyano-2-methoxyphenyl)-N-(5-(4-(cyanomethyl)-3-methylphenyl)thiazolo[5,4-b]pyridin-2-yl)-6-methylnicotinamide